COC1=C(C(=CC=C1)OC)C1=C(C(=CC=C1)C1=C(C=CC=C1OC)OC)P(C1=C(C=CC=C1)C1=CC=CC=C1)C(C)(C)C(C1=CC=CC=C1)=O [2,6-bis(2,6-dimethoxyphenyl)phenyl]-(benzoyldimethylmethyl)-(2-biphenylyl)phosphine